BrC=1C=C2C(=NC(N(C2=CC1C1CC1)C1=C(C=CC=C1)Cl)=O)N[C@@H]1[C@@H](C1)F 6-Bromo-1-(2-chlorophenyl)-7-cyclopropyl-4-(((1S,2R)-2-fluorocyclopropyl)amino)-quinazolin-2(1H)-one